3-({3-(4-chlorophenyl)-5-oxo-4-[(2S)-3,3,3-trifluoro-2-hydroxypropyl]-4,5-dihydro-1H-1,2,4-triazol-1-yl}methyl)-1-[2-(trifluoromethyl)-phenyl]-1H-1,2,4-triazole-5-carboxamide ClC1=CC=C(C=C1)C1=NN(C(N1C[C@@H](C(F)(F)F)O)=O)CC1=NN(C(=N1)C(=O)N)C1=C(C=CC=C1)C(F)(F)F